ClC1=C2C(=NC=C1C=1C=C(C=CC1)N1C(CN(CC1)CCN1CCNCC1)=O)NC=C2CC 1-(3-(4-chloro-3-ethyl-1H-pyrrolo[2,3-b]pyridin-5-yl)phenyl)-4-(2-(piperazin-1-yl)ethyl)piperazin-2-one